3-(3-chlorophenoxy)benzeneboronic acid ClC=1C=C(OC=2C=C(C=CC2)B(O)O)C=CC1